N1=C(C=CC=C1)C1C(CCCC1)O 2-pyridin-2-yl-cyclohexanol